O1C(=NC2=C1C=CC=C2)C2=C(C(N(C(=N2)C2=NC1=C(N2C2CCC2)C=C(C=C1)N1N=NNC1=O)C)=O)OC 6-(1,3-benzoxazol-2-yl)-2-[1-cyclobutyl-6-(5-oxo-4H-1,2,3,4-tetrazol-1-yl)-1,3-benzodiazol-2-yl]-5-methoxy-3-methylpyrimidin-4-one